ClC=1C=C(C=CC1)CC(C1=CC=CC=C1)OC(NC(C(=O)NC(CC1C(NCC1)=O)C(C(=O)N)=O)CC1CCCCC1)=O (1-((4-amino-3,4-dioxo-1-(2-oxopyrrolidin-3-yl)butan-2-yl)amino)-3-cyclohexyl-1-oxopropan-2-yl)carbamic acid 2-(3-chlorophenyl)-1-phenylethyl ester